FC1=C(C(=CC=C1)N1N=CC=N1)C(=O)N1C[C@@H](CC[C@H]1C)OC1=NC=CC(=C1)C#N 2-{[(3R,6R)-1-{[2-fluoro-6-(2H-1,2,3-triazol-2-yl)phenyl]carbonyl}-6-methylpiperidin-3-yl]oxy}pyridine-4-carbonitrile